FC(C=1C=C2C=3C=C(C=CC3NC2=CC1)CC(=O)OC)(F)F Methyl 2-(6-(trifluoromethyl)-9H-carbazol-3-yl)acetate